ClC1=CC=2C(N=C1C1=CC(=CC3=CC=CC=C13)O)=NSC2N2CCN(CC2)C(C=C)=O 1-(4-(5-chloro-6-(3-hydroxy-1-naphthalenyl)[1,2]thiazolo[3,4-b]pyridin-3-yl)-1-piperazinyl)-2-propen-1-one